ClC(C(CCl)(Cl)Cl)(Cl)Cl 1,1,1,2,2,3-hexachloropropane